C(=CCCCCCCCCCCC)OCCC1=CC=CC=C1 (2-(tridec-1-en-1-yl-oxy)ethyl)benzene